N-(4-aminobutyl)ferrocenecarboxamide NCCCCNC(=O)[C-]1C=CC=C1.[CH-]1C=CC=C1.[Fe+2]